OC(C1(CC(=NO1)C1[C@H]2CN(C[C@@H]12)C(=O)OC(C)(C)C)C)O tert-butyl (1R,5S,6r)-6-[5-(dihydroxymethyl)-5-methyl-4,5-dihydro-1,2-oxazol-3-yl]-3-azabicyclo[3.1.0]hexane-3-carboxylate